2-chloro-6-(4-fluorophenyl)-N-(1-(3-methyl-1,2,4-oxadiazol-5-yl)ethyl)quinazolin-4-amine ClC1=NC2=CC=C(C=C2C(=N1)NC(C)C1=NC(=NO1)C)C1=CC=C(C=C1)F